2-Ethylsulfanyl-3,6-dimethyl-8-[(1R)-1-[[2-methyl-6-(trifluoromethyl)-3-pyridyl]amino]ethyl]chromen-4-one C(C)SC=1OC2=C(C=C(C=C2C(C1C)=O)C)[C@@H](C)NC=1C(=NC(=CC1)C(F)(F)F)C